dimethylethaneamine CC(C)(N)C